tert-butyl (2R,5S)-2-(3-amino-4-sulfanyl-phenyl)-5-methyl-piperidine-1-carboxylate NC=1C=C(C=CC1S)[C@@H]1N(C[C@H](CC1)C)C(=O)OC(C)(C)C